C(C(C)C)(=O)OC1=C(C=C(C=C1C=NC(CC1=CC=C(C=C1)O)C(CO)=O)Br)O 4-bromo-2-hydroxy-6-((4-hydroxy-1-(4-hydroxyphenyl)-3-oxo-butan-2-ylimino)meth-yl)phenyl isobutyrate